F[B-](F)(F)F.C(CCCCCCCCCCCCCCC)N1CCCC1 N-hexadecylpyrrolidine tetrafluoroborate